CC(C)(C)[S@@](=O)N[C@@H](C)C1=CC=C(C=C1)SC(F)(F)F (R)-2-methyl-N-((S)-1-(4-((trifluoromethyl)thio)phenyl)ethyl)propane-2-sulfinamide